NC=1C(=NC(=C(N1)F)Br)C=1C=C2C=CN=CC2=C(C1)F 6-(3-amino-6-bromo-5-fluoropyrazin-2-yl)-8-fluoroisoquinolin